ClC=1C=C(C=CC1F)C=1N=CN2C1C(N(C=C2)CC(=O)N2CC(C2)(C)F)=O 1-(3-chloro-4-fluorophenyl)-7-(2-(3-fluoro-3-methylazetidin-1-yl)-2-oxoethyl)imidazo[1,5-a]pyrazin-8(7H)-one